3-chloro-perbenzoic acid ClC1=CC(=CC=C1)C(=O)OO